C12(CC3(CC(CC(C1)C3)C2)CO)CO 1,3-adamantandimethanol